ethylhydroxide C(C)O